C1=CC=CC=2C3=CC=CC=C3C(C12)COC(=O)N[C@@H](COCC(CNC(=O)OC(C)(C)C)(F)F)C(=O)O N-(((9H-fluoren-9-yl)methoxy)carbonyl)-O-(3-((tert-butoxycarbonyl)amino)-2,2-difluoropropyl)-L-serine